C(C)N(C1=NC=C(C=C1)[C@H](C)NC)CC (S)-N,N-diethyl-5-(1-(methylamino)ethyl)pyridine-2-amine